C(C1=CC=CC=C1)OC1=CC=CC=2C3NC(N(C(OC21)(C3)C)C=3C=C(C(=O)N(CCOC2=CC=CC=C2)C)C=CC3)=O 3-(10-(benzyloxy)-2-methyl-4-oxo-5,6-dihydro-2H-2,6-methanobenzo[g][1,3,5]oxadiazocin-3(4H)-yl)-N-methyl-N-(2-phenoxyethyl)benzamide